1-(3-{[4-bromo-3-(difluoromethyl)phenyl](methyl)amino}-1-(oxan-4-yl)-4H,6H,7H-pyrazolo[4,3-c]pyridin-5-yl)ethanone BrC1=C(C=C(C=C1)N(C1=NN(C2=C1CN(CC2)C(C)=O)C2CCOCC2)C)C(F)F